4-((S)-4-((S)-1-((5-(2,4-difluorophenoxy)pyridin-2-yl)amino)-1-oxopropan-2-yl)morpholin-2-yl)pyridine 1-oxide FC1=C(OC=2C=CC(=NC2)NC([C@H](C)N2C[C@@H](OCC2)C2=CC=[N+](C=C2)[O-])=O)C=CC(=C1)F